BrC1=NC=C(N1COCC[Si](C)(C)C)CN1CCN(CC1)C(=O)OC(C)(C)C tert-butyl 4-[[2-bromo-3-(2-trimethylsilylethoxymethyl) imidazol-4-yl]methyl]piperazine-1-carboxylate